3-(2-(3,9-Diazaspiro[5.5]undecan-3-yl)pyridin-4-yl)-6-(difluoromethyl)imidazo[1,2-b]pyridazine C1CN(CCC12CCNCC2)C2=NC=CC(=C2)C2=CN=C1N2N=C(C=C1)C(F)F